C(C1=CC=CC=C1)(=O)NC(=S)N 1-Benzoyl-2-thiourea